OC1=C(C=C(\C=C\2/OC3=C(C2=O)C=CC=C3)C=C1)OC (Z)-2-(4-hydroxy-3-methoxybenzylidene)benzofuran-3(2H)-one